[Si].[Ce].[Ti].[Nb] niobium-titanium-cerium silicon